3-[4-(3-Chloro-2-hydroxypropoxy)phenyl]-1-phenylprop-2-en-1-one ClCC(COC1=CC=C(C=C1)C=CC(=O)C1=CC=CC=C1)O